C(C)(C)(C)C=1C(C(=CC(C1)=O)C(C)(C)C)=O 2,6-di-t-butyl-benzoquinone